(dimethylamino)-1-propylsulfide CN(C)CCCSCCCN(C)C